CC1CC(C(N1C1=CC=C(C=C1)B1OC(C(O1)(C)C)(C)C)=O)=C 5-methyl-3-methylidene-1-[4-(4,4,5,5-tetramethyl-1,3,2-dioxaborolan-2-yl)phenyl]pyrrolidin-2-one